4-methylpyrrolidine CC1CCNC1